Fluorine germane [GeH4].[F]